[N-](S(=O)(=O)C(F)(F)F)S(=O)(=O)C(F)(F)F.C(CCCCCCC)N1C=[N+](C=C1)C=C 1-octyl-3-vinylimidazolium bis[(trifluoromethyl)sulfonyl]imide